5-[(1R)-1-aminoethyl]thiophene-3-carboxamidine hydrochloride Cl.N[C@H](C)C1=CC(=CS1)C(=N)N